1-(3-(4-benzisothiazolyl)piperazine-1-yl)propyl-2H-benzotriazole hydrochloride Cl.S1N=CC2=C1C=CC=C2C2CN(CCN2)C(CC)N2N=C1C(=N2)C=CC=C1